S1C(=NC2=C1C=CC=C2)C=2C=C(OCCCCCOC1=CC3=C(C(=CC(O3)=O)C)C=C1)C=CC2 7-(5-(3-(benzo[d]thiazol-2-yl)phenoxy)pentyloxy)-4-methyl-2H-benzopyran-2-one